NC1=NC(N(C=C1F)[C@@H]1O[C@@]([C@H]([C@@H]1F)O)(CO)C([2H])([2H])Cl)=O 4-amino-1-((2R,3S,4R,5R)-5-(chloromethyl-d2)-3-fluoro-4-hydroxy-5-(hydroxymethyl)tetrahydrofuran-2-yl)-5-fluoropyrimidin-2(1H)-one